CCCCCCCCCCCCCCCCCCCCCCCCCC(=O)N[C@@H](CO[C@H]1[C@@H]([C@H]([C@@H]([C@H](O1)CO)O)O)O)[C@@H](CCCCCCCCCCCCCCC)O The molecule is a beta-D-glucosyl-(1<->1')-N-acylsphinganine in which the acyl group specified is hexacosanoyl. It has a role as a mouse metabolite. It derives from a hexacosanoic acid.